N-(1-cyclobutyl-1H-imidazol-2-yl)-2-(2,6-dioxopiperidin-3-yl)-4,6-difluoro-1-oxoisoindoline-5-carboxamide C1(CCC1)N1C(=NC=C1)NC(=O)C=1C(=C2CN(C(C2=CC1F)=O)C1C(NC(CC1)=O)=O)F